N(C1=CC=CC=C1)C1=NC(=NC(=N1)N1CCOCC1)NC=1C=C(C(=CC1)C=CC=1C(=CC(=CC1)NC1=NC(=NC(=N1)NC1=CC=CC=C1)N1CCOCC1)S(=O)(=O)[O-])S(=O)(=O)[O-].[Na+].[Na+].OC(C=O)(C1=CC=CC=C1)O 2,2-dihydroxyl-2-phenyl-ethanone disodium 4,4'-bis{[4-anilino-6-morpholino-s-triazin-2-yl]-amino}-2,2'-stilbenedisulfonate